OCC1(CC1)S(=O)(=O)C(C)(C)[C@@H]1N(C(OC1)(C)C)C(=O)OC(C)(C)C tert-butyl (R)-4-(2-((1-(hydroxymethyl)cyclopropyl)sulfonyl)propan-2-yl)-2,2-dimethyloxazolidine-3-carboxylate